D-aspartic acid 1-t-butyl ester C(C)(C)(C)OC([C@H](N)CC(=O)O)=O